methoxy-3-methylazetidine hydrochloride Cl.CON1CC(C1)C